C(C)OC([C@@H](N(C(=O)OCC)CCCC)CC1=CC=CC=C1)=O N-butyl-N-(ethoxycarbonyl)phenylalanine ethyl ester